FC1(C(CN(CC1)C)NC(=O)C1=C(OC2=C1C=C(C=C2)OCC=2C(=NC=CC2)C(F)(F)F)C)F N-(4,4-difluoro-1-methylpiperidin-3-yl)-2-methyl-5-((2-(trifluoromethyl)pyridin-3-yl)methoxy)-benzofuran-3-carboxamide